C(CCCCCCCC)OC1=C(C=C(C=C1)NC(CCCNC(OC(C)(C)C)=O)=O)C(F)(F)F tert-butyl (4-((4-(nonyloxy)-3-(trifluoromethyl)phenyl)amino)-4-oxobutyl)carbamate